4-chloro-5-(pyrrolidin-1-ylmethyl)-7H-pyrrolo[2,3-d]pyrimidine ClC=1C2=C(N=CN1)NC=C2CN2CCCC2